trans-(R)-N-(4-(5-(6-chloro-3,4-dihydro-2H-benzo[b][1,4]oxazin-2-yl)-1,3,4-oxadiazol-2-yl)cyclohexyl)-2-(4-chloro-3-fluorophenoxy)acetamide ClC1=CC2=C(O[C@H](CN2)C2=NN=C(O2)[C@@H]2CC[C@H](CC2)NC(COC2=CC(=C(C=C2)Cl)F)=O)C=C1